tert-butyl 3-(6-(4-(3H-imidazo[4,5-b]pyridin-7-yl)-1H-pyrazol-1-yl) pyridin-3-yl)-4,4,4-trifluorobutylmethylcarbamate N1=CNC2=NC=CC(=C21)C=2C=NN(C2)C2=CC=C(C=N2)C(CCN(C(OC(C)(C)C)=O)C)C(F)(F)F